ClC=1C(=C(C=CC1)N1C(C(C=2C1=NC(=CC2)C2CCN(CC2)C(=O)OC(C)(C)C)(C)C)=O)C#N tert-butyl 4-(1-(3-chloro-2-cyanophenyl)-3,3-dimethyl-2-oxo-2,3-dihydro-1H-pyrrolo[2,3-b]pyridin-6-yl)piperidine-1-carboxylate